NC1CC(C1)C(=O)N1C[C@@H](C[C@H](C1)C)C1=C2C=CC=NC2=C(C=C1)C#N 5-[(3S,5R)-1-(3-aminocyclobutanecarbonyl)-5-methyl-3-piperidinyl]quinoline-8-carbonitrile